tert-butyl (7-(4-nitro-2-(trifluoromethyl)phenyl)-7-azaspiro[3.5]nonan-2-yl)carbamate [N+](=O)([O-])C1=CC(=C(C=C1)N1CCC2(CC(C2)NC(OC(C)(C)C)=O)CC1)C(F)(F)F